OC1=C(C(=O)O)C=CC(=C1)[C@H](C)NC(=O)[C@@H]1N(CCOC1)CC=1C=NC=C(C1)C1=C(C=C(C=C1)S(N)(=O)=O)C 2-hydroxy-4-((S)-1-((R)-4-((5-(2-methyl-4-sulfamoylphenyl)pyridin-3-yl)methyl)morpholine-3-carboxamido)ethyl)benzoic acid